CN1C[C@@H]2[C@H](CC1)CCN2C2=CC(=C(N=N2)C2=C(C=C(C=C2)C(F)(F)F)O)C 2-[6-[(3aR,7aS)-6-methyl-3,3a,4,5,7,7a-hexahydro-2H-pyrrolo[2,3-c]pyridin-1-yl]-4-methyl-pyridazin-3-yl]-5-(trifluoromethyl)phenol